C(CCCCCCCCCCCCCCCCCC)(=O)OC[C@@H](OO)COP(=O)([O-])OCC[N+](C)(C)C 1-nonadecanoyl-2-hydroxy-sn-glycero-3-phosphocholine